1-[(3R)-3-{[4-(3-phenyl-1H-pyrrolo[3,2-b]pyridin-2-yl)pyridin-3-yl]oxy}pyrrolidin-1-yl]prop-2-en-1-one C1(=CC=CC=C1)C1=C(NC=2C1=NC=CC2)C2=C(C=NC=C2)O[C@H]2CN(CC2)C(C=C)=O